4-(4-fluorophenoxy)-3-[(1Z)-non-1,8-dien-1-yl]benzonitrile FC1=CC=C(OC2=C(C=C(C#N)C=C2)\C=C/CCCCCC=C)C=C1